sodium 3-hydroxybutyrate OC(CC(=O)[O-])C.[Na+]